2-Bromo-5-fluoro-4-formylbenzoic acid methyl ester COC(C1=C(C=C(C(=C1)F)C=O)Br)=O